[NH4+].CC1=CC=C(C=C1)S(=O)(=O)[O-] p-toluenesulfonic acid-ammonium salt